ClC1(CN(CCO1)C(C)C)C(=O)NC=1C=C2CN(CC2=C(C1)C1=CC=CC=C1)C#N 2-chloro-N-(2-cyano-7-phenylisoindolin-5-yl)-4-isopropylmorpholine-2-carboxamide